C(C)(C)(C)OC(C(CCC(=O)O)N1CCN(CCN(CCN(CC1)CC(OC(C)(C)C)=O)CC(OC(C)(C)C)=O)CC(=O)OC(C)(C)C)=O 5-(tert-butoxy)-5-oxo-4-(4,7,10-Tris(2-(tert-butoxy)-2-oxoethyl)-1,4,7,10-tetraazacyclododec-1-yl)pentanoic acid